(1R,2R,6S)-2-((2-fluoro-4-(trifluoromethyl)phenyl)carbamoyl)-6-(3-(5-methyl-1,3,4-oxadiazol-2-yl)-4-(trifluoromethyl)phenyl)cyclohexane-1-carboxylic acid FC1=C(C=CC(=C1)C(F)(F)F)NC(=O)[C@H]1[C@@H]([C@H](CCC1)C1=CC(=C(C=C1)C(F)(F)F)C=1OC(=NN1)C)C(=O)O